C=1(C(=CC=CC1O)O)C1=CC=CC=C1 [1,1'-biphenyl]-2,6-diol